2,6-dimethyltetrahydropyran-4-one CC1OC(CC(C1)=O)C